C(C)(C)(C)N1N=NC(=C1)CN(CC=1N=NN(C1)C(C)(C)C)CC=1N=NN(C1)CC(=O)O 2-[4-({bis[(1-tert-butyl-1H-1,2,3-triazol-4-yl)methyl]Amino}methyl)-1H-1,2,3-triazol-1-yl]Acetic Acid